2-methoxy-4-ethylphenyl benzoate C(C1=CC=CC=C1)(=O)OC1=C(C=C(C=C1)CC)OC